FCCOC=1C=CC(=NC1)COC=1C=C2C(=NC1)OC(=N2)C2=NC=NC(=C2)C 6-((5-(2-fluoroethoxy)pyridin-2-yl)methoxy)-2-(6-methylpyrimidin-4-yl)oxazolo[5,4-b]pyridine